1-bromo-3-methylimidazo[1,5-a]pyridine BrC=1N=C(N2C1C=CC=C2)C